Cl.C(C)N(C(C1=C(C=CC(=C1)F)OC1=C(N=CN=N1)N1CC2(CN(C2)[C@H](C(C)C)C[C@@H](CNC)OC)CC1)=O)C(C)C N-ethyl-5-fluoro-N-isopropyl-2-((5-(2-((3S,5S)-5-methoxy-2-methyl-6-(methylamino)hex-3-yl)-2,6-diazaspiro[3.4]oct-6-yl)-1,2,4-triazin-6-yl)oxy)benzamide hydrochloride